tert-butyl (2S,4R)-4-([1,2,4]triazolo[4,3-a]pyrimidin-6-yloxy)-2-methylpyrrolidine-1-carboxylate N=1N=CN2C1N=CC(=C2)O[C@@H]2C[C@@H](N(C2)C(=O)OC(C)(C)C)C